methyl-cyclopropanesulfonamide CC1(CC1)S(=O)(=O)N